5-(1H-imidazol-1-yl)-N-((1s,4s)-4-((1,1,1-trifluoro-2-methylpropan-2-yl)amino)cyclohexyl)-1H-pyrazolo[4,3-d]pyrimidine-7-carboxamide N1(C=NC=C1)C=1N=C(C2=C(N1)C=NN2)C(=O)NC2CCC(CC2)NC(C(F)(F)F)(C)C